FC(S(=O)(=O)[O-])(F)F.CN1C=[N+](C=C1)C 1,3-dimethylimidazolium trifluoromethanesulfonate